[(1R,2S,4R)-4-{[5-({4-[(3,3-difluoropyrrolidin-1-yl)methyl]-2-thienyl}carbonyl)pyrimidin-4-yl]amino}-2-hydroxycyclopentyl]methyl sulfamate S(N)(OC[C@@H]1[C@H](C[C@@H](C1)NC1=NC=NC=C1C(=O)C=1SC=C(C1)CN1CC(CC1)(F)F)O)(=O)=O